2-hydroxyl-ethyl-methacrylate OCCOC(C(=C)C)=O